FC1(C(CNCC1C)CN1C(C2=CC=CC=C2C1=O)=O)F 2-[(4,4-difluoro-5-methyl-3-piperidinyl)methyl]isoindoline-1,3-dione